FC1=CC(=C(C=C1C)N1/C(/SCC1=O)=N/C(OCCC1=CC=C(C=C1)C1=NN(C=N1)C1=CC=C(C=C1)OC(F)(F)F)=O)C(C)C 4-(1-(4-(Trifluoromethoxy)phenyl)-1H-1,2,4-triazol-3-yl)phenethyl (Z)-(3-(4-fluoro-2-isopropyl-5-methylphenyl)-4-oxothiazolidin-2-ylidene)carbamate